COC1=CC=C(C2=C1NC=N2)C=2C=NNC2 7-methoxy-4-(1H-pyrazol-4-yl)-1H-1,3-benzodiazol